FN=C=O perfluoro isocyanate